COC(=O)C=1SC2=C(N(C=3C(N(N=CC32)CC3=C2C=NN(C2=CC=C3)COCC[Si](C)(C)C)=O)C)N1 methyl-5-oxo-6-((1-((2-(trimethylsilyl)ethoxy)methyl)-1H-indazol-4-yl)methyl)-5,6-dihydro-4H-thiazolo[5',4':4,5]Pyrrolo[2,3-d]Pyridazine-2-carboxylic acid methyl ester